4-{3-[N-(tert-butyldimethylsilyl)methanesulfonimidoylamino]phenoxy}-N-cyclopropyl-2-[(2-fluoro-4-iodophenyl)amino]-1,5-dimethyl-6-oxopyridine-3-carboxamide [Si](C)(C)(C(C)(C)C)CS(=O)(=N)NC=1C=C(OC=2C(=C(N(C(C2C)=O)C)NC2=C(C=C(C=C2)I)F)C(=O)NC2CC2)C=CC1